N-acetyl-(acetyl)glucosamine C(C)(=O)N[C@H]1C(O)(O[C@@H]([C@H]([C@@H]1O)O)CO)C(C)=O